C[NH+](CCC1=CNC2=CC=CC=C12)C N,N-dimethyltryptaminium